di(m-trifluoromethylphenyl)methylene(cyclopentadienyl)(octamethyloctahydrodibenzofluorenyl)zirconium dichloride [Cl-].[Cl-].FC(C=1C=C(C=CC1)C(=[Zr+2](C1(C(C(C(C2(C3C(=C4C=5C=CC=CC5CC4=C21)C=CCC3)C)(C)C)(C)C)(C)C)C)C3C=CC=C3)C3=CC(=CC=C3)C(F)(F)F)(F)F